3-(3-(Trifluoromethyl)benzyl)-6-benzyl-1-ethyl-5,6,7,8-tetrahydropyrido[4,3-d]pyrimidine-2,4(1H,3H)-dione FC(C=1C=C(CN2C(N(C3=C(C2=O)CN(CC3)CC3=CC=CC=C3)CC)=O)C=CC1)(F)F